3-fluoro-4-(4-Boc-piperazine-1-yl)aniline FC=1C=C(N)C=CC1N1CCN(CC1)C(=O)OC(C)(C)C